C[C@H](C1=CC=CC=C1)N=C=O (R)-(+)-α-Methylbenzyl isocyanate